The molecule is an organic trisodium salt having 2-(3-{4-tert-butyl-7-[ethyl(3-sulfonatopropyl)amino]chromenium-2-yl}prop-2-en-1-ylidene)-3-(3-carboxypropyl)-3-methyl-1-(3-sulfonatopropyl)indoline-5-sulfonate as the counterion. It has a role as a fluorochrome. It is an organic sodium salt and a DY-682(2-). CC[N+](=C1C=CC2=C(C=C(OC2=C1)/C=C/C=C/3\\C(C4=C(N3CCCS(=O)(=O)[O-])C=CC(=C4)S(=O)(=O)[O-])(C)CCCC(=O)O)C(C)(C)C)CCCS(=O)(=O)[O-].[Na+].[Na+]